N-((2,4-diisopropyl-6-methoxypyridin-3-yl)carbamoyl)-6,7-dihydro-5H-pyrazolo[5,1-b][1,3]oxazine-3-sulfonamide C(C)(C)C1=NC(=CC(=C1NC(=O)NS(=O)(=O)C=1C=NN2C1OCCC2)C(C)C)OC